ClC1=C(C=C(C(=C1)S(N(CC1=CC=C(C=C1)OC)C1=NC(=CC=C1)F)(=O)=O)F)C1CC(CC1)(C(=O)OC)O methyl 3-(2-chloro-5-fluoro-4-(N-(6-fluoropyridin-2-yl)-N-(4-methoxybenzyl)sulfamoyl)phenyl)-1-hydroxycyclopentane-1-carboxylate